C(C)(C)(C)OC(=O)N[C@H](C(=O)[O-])CCC1=NC2=C(N1C)C=CC(=C2)[N+](=O)[O-].[Li+] Lithium (2S)-2-(tert-butoxycarbonylamino)-4-(1-methyl-5-nitro-benzimidazol-2-yl)butanoate